ClC=1C=C(C=C(C1)F)[C@H]1[C@@H](CN(CC1)C(=O)C=1C=2N(C=CC1)C=NC2)NC([C@@H](C(C)C)NC(OC(C)(C)C)=O)=O tert-butyl ((R)-1-(((3S,4S)-4-(3-chloro-5-fluorophenyl)-1-(imidazo[1,5-a]pyridine-8-carbonyl)piperidin-3-yl)amino)-3-methyl-1-oxobutan-2-yl)carbamate